[Si].[Mn].[Ni] NICKEL-MANGANESE-SILICON